3-bromo-7-chloro-1,4-dimethylquinolin-2(1H)-one BrC=1C(N(C2=CC(=CC=C2C1C)Cl)C)=O